C(C)N1N=C(C(=C1C)C=1C=NC=C(C1)B1OC(C(O1)(C)C)(C)C)C 3-(1-ethyl-3,5-dimethyl-1H-pyrazol-4-yl)-5-(4,4,5,5-tetramethyl-1,3,2-dioxaborolan-2-yl)pyridine